C1(=CC=CC=C1)P(=O)(C1=C(N(C2=CC=CC=C12)C)C)C1=CC=CC=C1 3-(diphenylphosphinyl)-1,2-dimethylindole